N-[1-(benzyl)-3-pyrrolidinyl]-N,N'-bis(2-pyridinylmethyl)-1,3-benzenedimethanamine C(C1=CC=CC=C1)N1CC(CC1)N(CC1=CC(=CC=C1)CNCC1=NC=CC=C1)CC1=NC=CC=C1